1-(4-(3-methyl-1,2,4-oxadiazol-5-yl)piperidin-1-yl)-2-(4-methyl-1,2,5-oxadiazol-3-yl)ethan-1-one CC1=NOC(=N1)C1CCN(CC1)C(CC1=NON=C1C)=O